4-[(6-methylpyrazin-2-yl)oxy]benzoic acid CC1=CN=CC(=N1)OC1=CC=C(C(=O)O)C=C1